(1r,4r)-4-Methoxycyclohexanecarboxylic acid methyl ester COC(=O)C1CCC(CC1)OC